C(C)(C)(C)OC(=O)N1C(CC(C(C1)CO)C1=CC=C(C=C1)OC)C 5-(hydroxymethyl)-4-(4-methoxyphenyl)-2-methylpiperidine-1-carboxylic acid 1-tert-butyl ester